4-((4-((2-hydroxycyclopentyl)oxy)-5-methylpyrimidin-2-yl)amino)benzenesulfonamide OC1C(CCC1)OC1=NC(=NC=C1C)NC1=CC=C(C=C1)S(=O)(=O)N